COC1=C(CNC(=O)C2(CCOCC2)N(C(C#C[Si](C(C)C)(C(C)C)C(C)C)=O)C2=CC=C(C=C2)CF)C=CC(=C1)OC N-(2,4-dimethoxybenzyl)-4-(N-(4-(fluoromethyl)phenyl)-3-(triisopropylsilyl)propiolamido)-tetrahydro-2H-pyran-4-carboxamide